2-chloro-1-piperidin-1-yl-ethanone ClCC(=O)N1CCCCC1